C(CC)[Zn]CCC di(n-propyl)zinc